FC1(CCN(CCC1)C1=NC2=CC(=CC=C2C=C1C(=O)O)C(F)(F)F)F 2-(4,4-difluoroazepan-1-yl)-7-(trifluoromethyl)quinoline-3-carboxylic acid